aluminum hydroxy (t-butylbenzoate) C(C)(C)(C)C1=C(C(=O)OO)C=CC=C1.[Al]